2-(4-(6-((4-chlorobenzyl)oxy)pyridin-2-yl)-2,3,6-trifluorobenzyl)-4-fluoro-1-(2-methoxyethyl)-1H-benzo[d]imidazole-6-carboxylic acid ClC1=CC=C(COC2=CC=CC(=N2)C2=C(C(=C(CC3=NC4=C(N3CCOC)C=C(C=C4F)C(=O)O)C(=C2)F)F)F)C=C1